FC1=C(C=CC(=C1)F)C1=CC=C(C(N1)=O)C(=O)N1CC(C(=CC1)C1=C2C(=NC(=C1)NC(=O)C1CC1)NC=C2)C N-(4-(1-(6-(2,4-difluorophenyl)-2-oxo-1,2-dihydropyridine-3-carbonyl)-3-methyl-1,2,3,6-tetrahydropyridin-4-yl)-1H-pyrrolo[2,3-b]pyridin-6-yl)cyclopropylcarboxamide